C(=C)S(=O)(=O)O.ClC=CC1=CC=CC=C1 chlorostyrene, vinylsulfonate salt